CC(C)(C)OC(=O)N[C@H]1CNC[C@@H]1O (3S,4S)-N-Boc-3-amino-4-hydroxypyrrolidine